[N+](=O)([O-])C1=C2C=CN(C2=CC=C1C=O)S(=O)(=O)C1=CC=CC=C1 4-nitro-1-(benzenesulfonyl)-1H-indole-5-carbaldehyde